(E)-1-Methoxy-4-(2-(4-methoxyphenylsulfinyl)-2-phenylvinyl)sulfonylbenzene diisopropyl-D-glutamate C(C)(C)OC([C@H](N)CCC(=O)OC(C)C)=O.COC1=CC=C(C=C1)S(=O)(=O)\C=C(/C1=CC=CC=C1)\S(=O)C1=CC=C(C=C1)OC